C1=NC=CC2=CC=CC(=C12)[C@H](C)N (S)-1-(isoquinolin-8-yl)ethylamine